NC=1N=C(C=C2C=C(N=CC12)NC(=O)[C@H]1[C@@H](C1)C=1C=NNC1)C1=CC2=C(NC(O2)=O)C=C1C |r| (±)-trans-N-[8-amino-6-(5-methyl-2-oxo-3H-1,3-benzoxazol-6-yl)-2,7-diazaNaphthalen-3-yl]-2-(1H-pyrazol-4-yl)cyclopropanecarboxamide